C(C)SC1=NC(=CC(=C1C(=O)NCCC1=CC=CC=C1)C)N1CCOCC1 2-Ethylsulfanyl-4-methyl-6-morpholin-4-yl-N-phenethyl-pyridine-3-carboxylic acid amide